trans-4-(2-fluoropropan-2-yl)cyclohexanecarboxaldehyde FC(C)(C)[C@@H]1CC[C@H](CC1)C=O